C(C1=CC=CC=C1)N1CCC(CC1)N(C(C=C)=O)C1=CC=CC=C1 N-(1-benzylpiperidin-4-yl)-N-phenylacrylamide